5-(8-(7-Acetyl-3-ethyl-5,6,7,8-tetrahydroimidazo[1,5-a]pyrazin-1-yl)isoquinolin-3-yl)-N-(3-(5-(2,4-dioxotetrahydropyrimidin-1(2H)-yl)naphthalen-1-yl)prop-2-yn-1-yl)picolinamide C(C)(=O)N1CC=2N(CC1)C(=NC2C=2C=CC=C1C=C(N=CC21)C=2C=CC(=NC2)C(=O)NCC#CC2=CC=CC1=C(C=CC=C21)N2C(NC(CC2)=O)=O)CC